(rac)-1-[(1H-imidazol-2-yl)methyl]-6'-methyl-2'-(quinolin-3-yl)-5',6'-dihydrospiro[azetidine-3,4'-pyrrolo[1,2-b]pyrazole] N1C(=NC=C1)CN1CC2(C[C@H](N3N=C(C=C32)C=3C=NC2=CC=CC=C2C3)C)C1 |r|